C(C)(C)(C)C1=CC(=NC=C1)C1=CN(C2=CN=CC=C21)C2=C(C=CC=C2)NC=2C(=CC=CC2)NC2=C(C(=CC(=C2)C(C)(C)C)C(C)(C)C)OC N1-(2-(3-(4-(tert-butyl)pyridin-2-yl)-1H-pyrrolo[2,3-c]pyridin-1-yl)phenyl)-N2-(3,5-di-tert-butyl-2-methoxyphenyl)benzene-1,2-diamine